C(C(O)CC(=O)[O-])(=O)OCCCCCCCCCCCCCCCCCC n-octadecyl malate